[Fe].[Cu].[S] sulfur copper-iron